(6-(2-(methylsulfonyl)pyrimidin-5-yl)hex-5-ynoyl)-L-tyrosyl-L-serine CS(=O)(=O)C1=NC=C(C=N1)C#CCCCC(=O)N[C@@H](CC1=CC=C(C=C1)O)C(=O)N[C@@H](CO)C(=O)O